Cl.C(\C=C\CC)N1C2C3=CC=CC=C3C1C=C2 11-[(2E)-Pent-2-en-1-yl]-11-azatricyclo[6.2.1.02,7]undeca-2,4,6,9-tetraene hydrochloride